4-(Benzyloxymethyl)cyclohexanecarbothioamide C(C1=CC=CC=C1)OCC1CCC(CC1)C(N)=S